ClC=1C=CC(=C(C1)C1(C(NC2=CC(=CC=C12)C(F)(F)F)=O)CC#N)OC (3-(5-chloro-2-methoxyphenyl)-2-oxo-6-(trifluoromethyl)indolin-3-yl)acetonitrile